7,8-dihydro-6H-pyrimido[5,4-b]Pyrrolizine N1=CN=CC=2C=C3CCCN3C21